(S)-1-(5,7-dihydro-4H-thieno[2,3-c]pyran-7-yl)-N-methylmethanamine S1C=CC2=C1[C@@H](OCC2)CNC